C1(=CC=C(C=C1)OCCCC(=O)NCC(=O)N1CC2(OCCO2)CC1C(=O)N)C 7-((4-(p-tolyloxy)butyryl)glycyl)-1,4-dioxa-7-azaspiro[4.4]Nonane-8-carboxamide